FC(COC1=CC=C(C=N1)CN1N=CC(=C1)CN)(F)F (1-((6-(2,2,2-Trifluoroethoxy)pyridin-3-yl)methyl)-1H-pyrazol-4-yl)methanamine